1-[2-fluoro-4-(4-{2-[2-fluoro-5-(trifluoromethoxy)phenyl]acetamido}-1H-1,2,3-triazol-1-yl)butyl]-N-methyl-1H-1,2,3-triazole-4-carboxamide FC(CN1N=NC(=C1)C(=O)NC)CCN1N=NC(=C1)NC(CC1=C(C=CC(=C1)OC(F)(F)F)F)=O